C1=CC(=CC=C1/C=C/C(=O)C2=C(C=C(C=C2[O-])O[C@H]3[C@@H]([C@H]([C@@H]([C@H](O3)CO)O)O)O)O)O The molecule is a phenolate anion obtained by deprotonation of one of the two ortho-hydroxy groups of 2',4,4',6'-tetrahydroxychalcone 4'-O-beta-D-glucoside. It is the major microspecies at pH 7.3 (according to Marvin v 6.2.0.). It is a conjugate base of a 2',4,4',6'-tetrahydroxychalcone 4'-O-beta-D-glucoside.